C(CC)C1CCC(CC1)C1CCC(CC1)Cl trans-4-propyl-4'-chloro-1,1'-bicyclohexyl